O=CCCCCC 6-oxohexan